CC1(CCN(CC1)N=O)C(=O)OCC ethyl 4-methyl-1-nitrosopiperidin-4-carboxylate